N-(1-(cyclopropylmethyl)-5-(trifluoromethyl)-1H-1,2,4-triazol-3-yl)-4-(5-(3,5-dichloro-4-fluorophenyl)-5-(trifluoromethyl)-4,5-dihydroisoxazol-3-yl)-2-methylbenzamide C1(CC1)CN1N=C(N=C1C(F)(F)F)NC(C1=C(C=C(C=C1)C1=NOC(C1)(C(F)(F)F)C1=CC(=C(C(=C1)Cl)F)Cl)C)=O